ClC=1C=C(C=CC1C=1C=C(C=NC1)C1=CC(=NC=C1)C1OCCC1)C(=O)N1CCC(CC1)O (3-chloro-4-(2'-(tetrahydrofuran-2-yl)-[3,4'-bipyridin]-5-yl)phenyl)(4-hydroxypiperidin-1-yl)methanone